ClC=1C=C(OC2=C(C=C(C=C2)S(=O)(=O)C(F)(F)F)C#CCO)C=C(C1)F 3-[2-(3-chloro-5-fluoro-phenoxy)-5-(trifluoromethylsulfonyl)phenyl]prop-2-yn-1-ol